OC=1C=C(C=CC1O)C(C(=O)O)CO 3,4-Dihydroxy-alpha-(hydroxymethyl)phenylacetic Acid